N1(N=CC=C1)[B-](N1N=CC=C1)(N1N=CC=C1)N1N=CC=C1.[Ir+] iridium(I) tetrakis(1-pyrazolyl)borate